CS(=O)(=O)C(C)(C)C1=NC(=NC=2N3[C@@H](COC[C@H]3COC12)C)C1=CC=C2C=C(N=CC2=C1)N 7-[(5R,8aS)-1-(1-methanesulfonyl-1-methyl-ethyl)-5-methyl-5,6,8a,9-tetrahydro-8H-7,10-dioxa-2,4,4b-triazaphenanthren-3-yl]-isoquinolin-3-ylamine